6-[5-(difluoromethyl)-1,3,4-oxadiazol-2-yl]-2-[(1S,2S)-2-hydroxy-1,2-diphenylethyl]-2,3-dihydro-1H-isoindol-1-one FC(C1=NN=C(O1)C1=CC=C2CN(C(C2=C1)=O)[C@H]([C@H](C1=CC=CC=C1)O)C1=CC=CC=C1)F